stearic acid, stearate salt C(CCCCCCCCCCCCCCCCC)(=O)O.C(CCCCCCCCCCCCCCCCC)(=O)O